1,2-diethylpiperidinium acetate C(C)(=O)[O-].C(C)[NH+]1C(CCCC1)CC